The molecule is a sulfonamide consisting of 1,3-thiazol-5-ylacetic acid with a 4-aminobenzenesulfonamido group at the thiazole 2-position. It has a role as a hapten. It is a sulfonamide and a monocarboxylic acid. C1=CC(=CC=C1N)S(=O)(=O)NC2=NC=C(S2)CC(=O)O